C(C)OC(=O)C=1N=NSC1NC(=O)OC1=CC=CC=C1 5-Phenoxycarbonylamino-[1,2,3]thiadiazole-4-carboxylic acid ethyl ester